F[P-](F)(F)(F)(F)F.N(=[N+]=[N-])C=1N(CC[N+]1C)CCCC 2-azido-1-butyl-3-methyl-4,5-dihydro-1H-imidazol-3-ium hexafluoro-phosphate